((S)-1-phenylethyl)urea C1(=CC=CC=C1)[C@H](C)NC(=O)N